ClC=1C(=NC(=NC1)NC1=C(C(=CC=C1)OC)N1CCOCC1)NC1=C(C=CC=C1)P(=O)(C)C 5-Chloro-N4-(2-dimethylphosphorylphenyl)-N2-(3-methoxy-2-morpholinyl-phenyl)pyrimidine-2,4-diamine